6,6'-Di-tert-butyl-2,2'-bipyridine C(C)(C)(C)C1=CC=CC(=N1)C1=NC(=CC=C1)C(C)(C)C